NCCCl 1-amino-2-chloroethane